CN1N=CC(=C1)C=1C=CC=2N(C1)N=CC2N2CCN(CC2)C(=O)OC(C)C2=NN(C(=C2)C)COCC[Si](C)(C)C 1-(5-methyl-1-((2-(trimethylsilyl)ethoxy)methyl)-1H-pyrazol-3-yl)ethyl 4-(6-(1-methyl-1H-pyrazol-4-yl)pyrazolo[1,5-a]pyridin-3-yl)piperazine-1-carboxylate